OC=1C(=CC=2C(C3=CC=CC=C3C(C2C1O)=O)=O)NS(=O)(=O)C1=C(C=C(C=C1)OC)OC N-(3,4-dihydroxy-9,10-dioxo-9,10-dihydroanthracen-2-yl)-2,4-dimethoxybenzenesulfonamide